6-Chloro-3-imino-1-tritylindolin-2-one ClC1=CC=C2C(C(N(C2=C1)C(C1=CC=CC=C1)(C1=CC=CC=C1)C1=CC=CC=C1)=O)=N